1,18-octadecanedioic acid sodium [Na].C(CCCCCCCCCCCCCCCCC(=O)O)(=O)O